CC(C[C@@H](C(N[C@H](C=O)C[C@H]1C(NCC1)=O)=O)NC(OC(CC1=CC=CC=C1)(C)C)=O)C 2-methyl-1-phenylpropan-2-yl ((S)-4-methyl-1-oxo-1-(((S)-1-oxo-3-((S)-2-oxopyrrolidin-3-yl)propan-2-yl)amino)pentan-2-yl)carbamate